tert-butyl 2-[6-bromo-7-fluoroquinazolin-1-yl]-2,7-diazaspiro[3.5]nonane-7-carboxylate BrC=1C=C2C=NCN(C2=CC1F)N1CC2(C1)CCN(CC2)C(=O)OC(C)(C)C